C1(=C(C=CC=C1)NC(=S)NC(=O)NCCC1=CC(=CC=C1)C1=NN(C=N1)C1=CC=C(C=C1)OC(F)(F)F)C 1-(o-tolylcarbamothioyl)-3-[2-[3-[1-[4-(trifluoromethoxy)phenyl]-1H-1,2,4-triazol-3-yl]phenyl]ethyl]urea